N[C@H]1CN(CCC1)C(=O)C1=CC=2N(C=C1)C(=C(N2)C=2N(C1=CC=C(C=C1C2)F)CC2=CC=NC=C2)C (R)-(3-Aminopiperidin-1-yl)(2-(5-fluoro-1-(pyridin-4-ylmethyl)-1H-indol-2-yl)-3-methylimidazo[1,2-a]pyridin-7-yl)methanone